2-amino-5-(((3-phenylpropyl)amino)methyl)-3,7-dihydro-4H-pyrrolo[2,3-d]pyrimidin-4-one NC=1NC(C2=C(N1)NC=C2CNCCCC2=CC=CC=C2)=O